2-[(4,5-dichloro-6-oxo-pyridazin-1-yl)methyl]-N,N,6-trimethyl-1,3-benzoxazole-5-sulfonamide ClC=1C=NN(C(C1Cl)=O)CC=1OC2=C(N1)C=C(C(=C2)C)S(=O)(=O)N(C)C